3-(2-methoxy-6-methyl-4-(trifluoromethyl)phenyl)-8-((R)-1-methylpiperidin-3-yl)-5,6,7,8-tetrahydropyrido[2,3-c]pyridazin-5-ol COC1=C(C(=CC(=C1)C(F)(F)F)C)C1=CC2=C(N=N1)N(CCC2O)[C@H]2CN(CCC2)C